ClC1=NC=C(N=C1Cl)C 2,3-dichloro-5-methylpyrazine